6,7-bis(dodecyloxy)1,4-anthraquinone C(CCCCCCCCCCC)OC=1C=C2C=C3C(C=CC(C3=CC2=CC1OCCCCCCCCCCCC)=O)=O